C(C)(C)(C)C1=C(C=C(C=C1)[N+](=O)[O-])CCCCCC 1-(tert-butyl)-2-hexyl-4-nitrobenzene